3-[4-[3,3-difluoropiperidin-4-yl]phenoxy]piperidine-2,6-dione FC1(CNCCC1C1=CC=C(OC2C(NC(CC2)=O)=O)C=C1)F